C(C)(=O)OC=1C(=NC=CC1OC)C(N[C@H](C(=O)N[C@H](C(C1=CC(=C(C=C1)OC)OC)C1=CC(=C(C=C1)OC)OC)C)[C@H](CC)C)=O 2-(((2S,3S)-1-(((S)-1,1-bis(3,4-dimethoxyphenyl)propan-2-yl)amino)-3-methyl-1-oxopentan-2-yl)carbamoyl)-4-methoxypyridin-3-yl acetate